CC=1C=C(C=C(C1)C)P(C1=C(C2=CC=CC=C2C=C1)C1=C(C=CC2=CC=CC=C12)P(C1=CC(=CC(=C1)C)C)C1=CC(=CC(=C1)C)C)C1=CC(=CC(=C1)C)C 2,2'-bis[bis(3,5-dimethylphenyl)phosphino]-1,1'-binaphthyl